ClC=1C=C(C=C(C1)Cl)C1CCN(CC1)C(CN1N=C(C2=C1CCC2)C(=O)N2C[C@H](O[C@H](C2)C)C)=O 1-[4-(3,5-dichlorophenyl)piperidin-1-yl]-2-{3-[(2R,6S)-2,6-dimethylmorpholine-4-carbonyl]-5,6-dihydrocyclopenta[c]pyrazol-1(4H)-yl}ethan-1-one